(3-((1S,3R)-3-((Dimethylamino)methyl)-cyclohexyl)-1,2,3-oxadiazol-3-ium-5-yl)((3-(2-(o-tolyl)acetamido)-5-(trifluoromethyl)phenyl)carbamoyl)amide CN(C)C[C@H]1C[C@H](CCC1)[N+]1=NOC(=C1)[N-]C(NC1=CC(=CC(=C1)C(F)(F)F)NC(CC1=C(C=CC=C1)C)=O)=O